C(=O)(O)CCC(=O)NCC[C@@](C(=O)O)(C)CC1=CC=C(C=C1)C1=CC=CC=C1 N-(3-carboxy-1-oxopropyl)-(4S)-(p-phenylphenylmethyl)-4-amino-2R-methylbutanoic acid